N-((5-(3-methoxypyridin-2-yl)-1H-1,2,4-triazol-3-yl)methyl)-2-(trifluoromethoxy)benzamide COC=1C(=NC=CC1)C1=NC(=NN1)CNC(C1=C(C=CC=C1)OC(F)(F)F)=O